(3-(2-chloro-4-(trifluoromethyl)phenyl)-2-oxo-2,3-dihydrobenzothiazol-6-yloxy)pentanoic acid ethyl ester C(C)OC(C(CCC)OC1=CC2=C(N(C(S2)=O)C2=C(C=C(C=C2)C(F)(F)F)Cl)C=C1)=O